BrC1=NN(C2=CC=CC(=C12)C#C[Si](C(C)C)(C(C)C)C(C)C)COCC[Si](C)(C)C 3-bromo-4-((triisopropylsilyl)ethynyl)-1-((2-(trimethylsilyl)ethoxy)methyl)-1H-indazole